FC(C=1C(=C(C=CC1)[C@@H](C)NC=1C2=C(N=CN1)C(=NC(=C2)C2(CCSCC2)O)OC)F)F 4-[4-[[(1R)-1-[3-(difluoromethyl)-2-fluoro-phenyl]ethyl]amino]-8-methoxy-pyrido[3,4-d]pyrimidin-6-yl]tetrahydrothiopyran-4-ol